2-(4-Fluorophenyl)-N-{4-[3-(4-fluorophenyl)-5,7-dimethyl-4-oxo-4,5,6,7-tetrahydro-1H-pyrrolo[3,2-c]pyridin-2-yl]pyridin-2-yl}propanamid FC1=CC=C(C=C1)C(C(=O)NC1=NC=CC(=C1)C1=C(C=2C(N(CC(C2N1)C)C)=O)C1=CC=C(C=C1)F)C